C(C)O[SiH](OCC)C=C[SiH](OCC)OCC bis(diethoxysilyl)ethaneN